C(C)OC(/C=C(\B1OC(C(O1)(C)C)(C)C)/C1CCN(CC1)C(=O)OC(C)(C)C)=O tert-butyl 4-[(E)-3-ethoxy-3-oxo-1-(4,4,5,5-tetramethyl-1,3,2-dioxaborolan-2-yl)prop-1-enyl]piperidine-1-carboxylate